C1(=CC=CC=C1)S(=O)(=O)N1C(=CC=2C=NC=CC21)CN (1-(phenylsulfonyl)-1H-pyrrolo[3,2-c]pyridine-2-yl)methanamine